ClC1=CNC2=NC=C(C=C21)C=2C=C1N(N2)CCC12CCN(CC2)C(CC=2C=NC=CC2)=O 1-[2'-(3-chloro-1H-pyrrolo[2,3-b]pyridin-5-yl)-5',6'-dihydrospiro[piperidine-4,4'-pyrrolo[1,2-b]pyrazol]-1-yl]-2-(pyridin-3-yl)ethan-1-one